5-(4-cyano-4-phenylcyclohexyl)hexahydropyrrolo[3,4-b]pyrrole-1(2H)-carboxylic acid ethyl ester C(C)OC(=O)N1C2C(CC1)CN(C2)C2CCC(CC2)(C2=CC=CC=C2)C#N